5-{2-[5-Bromo-4-fluoro-2-(7-methylchinolin-8-sulfonamido)phenyl]ethynyl}-pyridin BrC=1C(=CC(=C(C1)C#CC=1C=CC=NC1)NS(=O)(=O)C=1C(=CC=C2C=CC=NC12)C)F